6-(3-pyridazinyl)-2,3-dihydrospiro[chromen-4,1'-cyclopropane] N1=NC(=CC=C1)C=1C=C2C(=CC1)OCCC21CC1